2-(4-acetylphenyl)-10-(4-acetylpiperazin-1-yl)-7,7-dimethyl-5,12b-dihydro-1H,7H-chromeno[4,3-c][1,2,4]triazolo[1,2-a]pyridazin-1,3(2H)-dione C(C)(=O)C1=CC=C(C=C1)N1C(N2N(CC=C3C2C=2C=CC(=CC2OC3(C)C)N3CCN(CC3)C(C)=O)C1=O)=O